Sec-butyl-(5-methoxy-2-pyridin-2-yl-pyrimidin-4-yl)-amine C(C)(CC)NC1=NC(=NC=C1OC)C1=NC=CC=C1